CC1=C(C=CC(=C1)C)[N+](=O)[O-] 2,4-dimethyl-1-nitrobenzene